C(CC1=CC=CC=C1)N1N=NN=C1CNC(C(CCCCB1OC(C(O1)(C)C)(C)C)NC(C1=CC=CC=C1)(C1=CC=CC=C1)C1=CC=CC=C1)=O N-((1-phenethyl-1H-tetrazol-5-yl)methyl)-6-(4,4,5,5-tetramethyl-1,3,2-dioxaborolan-2-yl)-2-(tritylamino)hexanamide